CC(C(C)O)C(=O)O The molecule is a 3-hydroxy monocarboxylic acid that is butyric acid which is substituted by a methyl group and a hydroxy group at positions 2 and 3, respectively. It derives from a butyric acid. It is a conjugate acid of a 2-methyl-3-hydroxybutyrate.